CN1N=NC=2C1=NC=C(C2C)C(CC(=O)OCC)C=2C=C(C1=C(C=CS1)C2)CO Ethyl 3-(3,7-dimethyl-3H-[1,2,3]triazolo[4,5-b]pyridin-6-yl)-3-[7-(hydroxymethyl)-1-benzothiophen-5-yl]propanoate